N-(1H-benzo[d]imidazol-2-yl)acetamide N1C(=NC2=C1C=CC=C2)NC(C)=O